O=C1NC(CCC1N1C(C2=CC=C(C=C2C1)OCCOCCNS(=O)(=O)C1=CC(=C(C=C1)NC1=NC=C(C=C1)C(F)(F)F)C=1N=CN(C1)C)=O)=O N-[2-[2-[(2S)-2-(2,6-dioxo-3-piperidyl)-1-oxo-isoindolin-5-yl]oxyethoxy]ethyl]-3-(1-methylimidazol-4-yl)-4-[[5-(trifluoromethyl)-2-pyridyl]amino]benzenesulfonamide